(R)-1-((6-cyclopropylpyridin-3-yl)carbamoyl)-6-azaspiro[2.5]octane-6-carboxylate C1(CC1)C1=CC=C(C=N1)NC(=O)[C@@H]1CC12CCN(CC2)C(=O)[O-]